rac-4-(4-acryloylpiperazin-1-yl)-N-(trans-4-aminotetrahydrofuran-3-yl)-7-(8-methylnaphthalen-1-yl)-5,6,7,8-tetrahydro-1,7-naphthyridine-2-carboxamide C(C=C)(=O)N1CCN(CC1)C1=CC(=NC=2CN(CCC12)C1=CC=CC2=CC=CC(=C12)C)C(=O)N[C@@H]1COC[C@H]1N |r|